4-(1-(2,6-difluorophenyl)azetidin-3-yl)benzene FC1=C(C(=CC=C1)F)N1CC(C1)C1=CC=CC=C1